[N+](=[N-])=CC(CC[C@@H](C(=O)OC(C)C)NC(=O)C1(COC1)OC)=O isopropyl (S)-6-diazo-2-(3-methoxyoxetane-3-carboxamido)-5-oxohexanoate